C(C)(C)(C)N1C(N(C2=C1C=C(C=C2O)NCC2=CC=CC=C2)C)=O tert-butyl-6-(benzylamino)-4-hydroxy-3-methyl-1H-benzimidazol-2-one